(S)-N-(5-(cyclopropylmethoxy)pyridin-2-yl)-2-((R)-3-(trifluoromethyl)piperidin-1-yl)propanamide C1(CC1)COC=1C=CC(=NC1)NC([C@H](C)N1C[C@@H](CCC1)C(F)(F)F)=O